ClC=1C=2C(N=C3N(C2C=CC1)C1=CC=C(C=C1C3(C)C)C3CCN(CC3)CC3CCC(CC3)NC(OC(C)(C)C)=O)=O tert-butyl ((1r,4r)-4-((4-(4-chloro-7,7-dimethyl-5-oxo-5,7-dihydroindolo[1,2-a]quinazolin-9-yl)piperidin-1-yl)methyl)cyclohexyl)carbamate